ClC1=NC=C(C=N1)COC1=CC=C(C=C1)C(C)(C)C1=CC=C(OC2CC(C2)NC(OC(C)(C)C)=O)C=C1 tert-butyl (3-(4-(2-(4-((2-chloropyrimidin-5-yl)methoxy)phenyl)propan-2-yl) phenoxy)cyclobutyl)carbamate